diethyl N,N-diisopropylphosphoramidite C(C)(C)N(P(OCC)OCC)C(C)C